(4-nitrophenyl) N-[4-bromo-3-(tert-butylsulfamoyl)phenyl]carbamate BrC1=C(C=C(C=C1)NC(OC1=CC=C(C=C1)[N+](=O)[O-])=O)S(NC(C)(C)C)(=O)=O